CNC1CC=2C(=C(SC2)C(=O)OCC)CC1 ethyl 5-(methylamino)-4,5,6,7-tetrahydro-2-benzothiophene-1-carboxylate